(R)-3-(3-bromophenyl)isoxazolidine BrC=1C=C(C=CC1)[C@@H]1NOCC1